NC=1N=NC(=CC1N1CCN(CC1)CCNC(OC(C)(C)C)=O)Cl tert-butyl N-[2-[4-(3-amino-6-chloropyridazin-4-yl)piperazin-1-yl]ethyl]carbamate